COC(NC1=NC=CC(=C1)C1=CC(=C(C=C1)OC[C@@](CC(C)C)(C)N)C(F)(F)F)=O (S)-(4-(4-((2-amino-2,4-dimethylpentyl)oxy)-3-(trifluoromethyl)phenyl)pyridin-2-yl)carbamic acid methyl ester